ClC1=C(C=C2C(=CNC2=C1)C(C(=O)N(CCC)CC)=O)F 2-(6-Chloro-5-fluoro-1H-indol-3-yl)-N-ethyl-2-oxo-N-propylacetamide